N1C2=C(OCC1)N=CC(=C2)C=2C1=C(N=C(N2)NC=2C=NC=3CCN(CC3C2)C)CNCC1 (2,3-dihydro-1H-pyrido[2,3-b][1,4]oxazin-7-yl)-N-(6-methyl-5,6,7,8-tetrahydro-1,6-naphthyridin-3-yl)-5,6,7,8-tetrahydropyrido[3,4-d]pyrimidin-2-amine